2-ethyl-1,8-octanediamine C(C)C(CN)CCCCCCN